O=C1[C@H]2CN[C@@H](C1)C2 (1R,4R)-2-oxo-5-azabicyclo[2.2.1]heptane